3-n-hexyl-4-hydroxy-6-(4-methylphenyl)-1,3-thiazine C(CCCCC)N1CSC(=CC1O)C1=CC=C(C=C1)C